ClC1=CC(=C(O[C@H]2C[C@H](NC2)C(=O)O)C(=C1)C)C1=NC=NN2C1=CC(=C2)CN2C(C1C(C1C2=O)(C)C)=O (2S,4S)-4-(4-chloro-2-(6-((6,6-dimethyl-2,4-dioxo-3-azabicyclo[3.1.0]hexan-3-yl)methyl)pyrrolo[2,1-f][1,2,4]triazin-4-yl)-6-methylphenoxy)pyrrolidine-2-carboxylic acid